C(#N)C1=C(C=CC(=C1)C)N(C(C(=C)C)=O)C N-(2-cyano-4-methylphenyl)-N-methylmethacrylamide